trans-N-(1-(cyanomethyl)-3-methylpiperidin-4-yl)-2,2-dimethyl-3-((3-(trifluoromethoxy)pyridin-2-yl)oxy)propanamide C(#N)CN1C[C@H]([C@@H](CC1)NC(C(COC1=NC=CC=C1OC(F)(F)F)(C)C)=O)C